COC=1C=C(N(CCOC)CCOC)C=CC1N=O 3-methoxy-N,N-bis(2-methoxyethyl)-4-nitrosoaniline